CN1N=CC(=C1)S(=O)(=O)N1CCC(CC1)NC1=NC=C(C(=N1)C1=CC(=CS1)C#N)C(F)(F)F 5-(2-((1-((1-Methyl-1H-pyrazol-4-yl)sulfonyl)piperidin-4-yl)amino)-5-(trifluoro-methyl)pyrimidin-4-yl)thiophene-3-carbonitrile